C(#N)C(C)(OC=1C=C(C(=NC1)C#N)S(=O)CC)C 5-(1-cyano-1-methyl-ethoxy)-3-ethylsulfinyl-pyridine-2-carbonitrile